OC(C(=O)OCCC)CCCCCCC propyl alpha-hydroxynonanoate